2,6-bis[3-(9H-9-carbazolyl)phenyl]pyridine Ethyl-4-methoxycyclohexane-1-carboxylate C(C)OC(=O)C1CCC(CC1)OC.C1=CC=CC=2C3=CC=CC=C3N(C12)C=1C=C(C=CC1)C1=NC(=CC=C1)C1=CC(=CC=C1)N1C2=CC=CC=C2C=2C=CC=CC12